(R)-N-(6-chloro-8-methylisoquinolin-1-yl)-4-(1-methyl-1H-1,2,3-triazol-4-yl)-N-(piperidin-3-yl)benzamide ClC=1C=C2C=CN=C(C2=C(C1)C)N(C(C1=CC=C(C=C1)C=1N=NN(C1)C)=O)[C@H]1CNCCC1